5-bromo-3-ethyl-4,6-difluoro-1H-indole BrC=1C(=C2C(=CNC2=CC1F)CC)F